1-(tert-Butyl)-3-mesityl-5-methyl-1H-pyrazole-4-ol C(C)(C)(C)N1N=C(C(=C1C)O)C1=C(C=C(C=C1C)C)C